FC([C@H](C)N1C(C=CC2=C1N=CN=C2)=O)(F)F 8-[(2S)-1,1,1-trifluoropropan-2-yl]pyrido[2,3-d]pyrimidin-7(8H)-one